FC(C1=NN=C(O1)C1=CC=C(CN(S(=O)(=O)C)C=2C=C3CN(CC3=CC2)C2COC2)C=C1)F N-(4-(5-(difluoromethyl)-1,3,4-oxadiazol-2-yl)benzyl)-N-(2-(oxetan-3-yl)isoindolin-5-yl)methanesulfonamide